tert-butyl 2-((1-acetyl-1,2,3,4-tetrahydroquinolin-8-yl) methyl)-2,8-diazaspiro[4.5]decane-8-carboxylate C(C)(=O)N1CCCC2=CC=CC(=C12)CN1CC2(CC1)CCN(CC2)C(=O)OC(C)(C)C